N-[2-amino-5-(4-fluorophenyl)phenyl]-6-(2-pyridylsulfonyl)pyridine-3-carboxamide NC1=C(C=C(C=C1)C1=CC=C(C=C1)F)NC(=O)C=1C=NC(=CC1)S(=O)(=O)C1=NC=CC=C1